(2S,5S)-2-(3,4-difluorophenyl)-4,4-difluoro-5-methyl-piperidine FC=1C=C(C=CC1F)[C@H]1NC[C@@H](C(C1)(F)F)C